tert-butyl (1R,5S)-3-(7-bromo-2-((1-(chloromethyl)-2,2-difluorocyclopropyl)methoxy)-6,8-difluoroquinazolin-4-yl)-3,8-diazabicyclo[3.2.1]octane-8-carboxylate BrC1=C(C=C2C(=NC(=NC2=C1F)OCC1(C(C1)(F)F)CCl)N1C[C@H]2CC[C@@H](C1)N2C(=O)OC(C)(C)C)F